CNCCOCCOCCOCCOCCOCCOCCOCCOCCOCCOCCOCCOCCOCCOCCOCCOCCOCCOCCOCCOCCOCCOCCOCCO[Si](C(C)(C)C)(C)C N,2,2,3,3-Pentamethyl-4,7,10,13,16,19,22,25,28,31,34,37,40,43,46,49,52,55,58,61,64,67,70,73-tetracosaoxa-3-silapentaheptacontane-75-amine